[O].[Ca].[Al] aluminium-calcium oxygen